CC1=C(C(=CC=C1)C)NC(=O)C1=NC=CC=C1 N-(2,6-dimethylphenyl)-2-pyridinecarboxamide